CS(=O)(=O)OC=1C=C(C=C(C1C)C)NC(=O)NC1=CC(=C(C(=C1)C)C)OS(=O)(=O)C N,N'-bis-[3-(methanesulfonyloxy)-4,5-dimethyl-phenyl]urea